C(C1=CC=CC=C1)OC1=CC(=C(C(=O)OC2=C(C(=C(C(=O)OCOC)C(=C2C)C)OCOC)Br)C(=C1)C)OC methoxymethyl 4-((4-(benzyloxy)-2-methoxy-6-methylbenzoyl)oxy)-3-bromo-2-(methoxymethoxy)-5,6-dimethylbenzoate